trans-methyl (1r,4r)-4-((5-fluoro-4-(2-(2-oxooxazolidin-3-yl)pyridin-4-yl)pyrimidin-2-yl)amino)cyclohexane-1-carboxylate FC=1C(=NC(=NC1)N[C@@H]1CC[C@H](CC1)C(=O)OC)C1=CC(=NC=C1)N1C(OCC1)=O